8-chloro-7-(pyridin-4-yl)-3,4-dihydropyrrolo[1,2-a]pyrazin-1(2H)-one ClC=1C(=CN2C1C(NCC2)=O)C2=CC=NC=C2